C1(CCCCCC1)[C@H](C(=O)N1C(CCC1)C1=NC2=C(N1)C1=CC=CC=C1CC2)NC([C@H](C)NC)=O (S)-N-((R)-1-cycloheptyl-2-(2-(4,5-dihydro-1H-naphtho[1,2-d]imidazol-2-yl)pyrrolidin-1-yl)-2-oxoethyl)-2-(methylamino)propionamide